C1(CC1)S(=O)(=O)N1N=CC(=C1)C1=NC=CC(=N1)NC1=NC=C(C(=C1)NC1CCC(CC1)(O)C)C1=NC=C(N=C1)CN1CCN(CC1)C (1s,4s)-4-((2-((2-(1-(Cyclopropylsulfonyl)-1H-pyrazol-4-yl)pyrimidin-4-yl)amino)-5-(5-((4-methylpiperazin-1-yl)methyl)pyrazin-2-yl)pyridin-4-yl)amino)-1-methylcyclohexan-1-ol